2-hydroxy-2-(4-nitrophenyl)-1-(piperazin-1-yl)ethan-1-one OC(C(=O)N1CCNCC1)C1=CC=C(C=C1)[N+](=O)[O-]